BrCCCCC(=O)NC(=O)N bromovaleryl-urea